tungsten-niobium-oxide [O-2].[Nb+5].[W+4]